[N+](=O)([O-])C1=CC=C(C(=O)N2CCS(CC2)(=O)=O)C=C1 4-(4-nitrobenzoyl)-1,1-dioxo-1,4-thiazinane